(2S)-3-[3-(aminomethyl)phenyl]-2-[(3R)-1-tert-butoxycarbonylpyrrolidin-3-yl]propionic acid NCC=1C=C(C=CC1)C[C@H](C(=O)O)[C@@H]1CN(CC1)C(=O)OC(C)(C)C